N'-[1-(3-chloro-2-fluorophenyl)ethylidene]-4-methylbenzene-1-sulfonohydrazide ClC=1C(=C(C=CC1)C(C)=NNS(=O)(=O)C1=CC=C(C=C1)C)F